tert-butyl (2R,5S)-4-[5-(1-methoxycarbonyl-2-methyl-propyl)isoxazol-3-yl]-2,5-dimethyl-piperazine-1-carboxylate COC(=O)C(C(C)C)C1=CC(=NO1)N1C[C@H](N(C[C@@H]1C)C(=O)OC(C)(C)C)C